CC1(OC(C(C(O1)=O)C1=CSC=C1)=O)C 2,2-dimethyl-5-(3-thienyl)-1,3-dioxane-4,6-dione